(S)-2-(3-(1-(5,5-Dimethylpyrrolidine-2-carbonyl)piperidine-4-carbonyl)-1H-pyrrolo[2,3-c]pyridin-1-yl)-5-fluoro-N,N-diisopropylbenzamide CC1(CC[C@H](N1)C(=O)N1CCC(CC1)C(=O)C1=CN(C2=CN=CC=C21)C2=C(C(=O)N(C(C)C)C(C)C)C=C(C=C2)F)C